FC1=C(C(=C(C=C1)OC1=C(C=C(C(=C1)C(F)(F)F)F)[N+](=O)[O-])OC)F 1,2-difluoro-4-[4-fluoro-2-nitro-5-(trifluoromethyl)phenoxy]-3-methoxy-benzene